N1=NC(=CC=C1)C1(CCC1)OCC(=O)N1CC2CCC(C1)N2C2=NC=C(C#N)C=C2 6-(3-(2-(1-(pyridazin-3-yl)cyclobutoxy)acetyl)-3,8-diazabicyclo[3.2.1]octan-8-yl)nicotinonitrile